(1R,3r,5S)-3-(4-((benzyloxy)carbonyl)piperidin-1-yl)-8-azabicyclo[3.2.1]Octane C(C1=CC=CC=C1)OC(=O)C1CCN(CC1)C1C[C@H]2CC[C@@H](C1)N2